4-((1R,5S)-3,8-diazabicyclo[3.2.1]octan-3-yl)-7-(4,5-difluoro-1H-indol-3-yl)-8-fluoro-2-((tetrahydro-1H-pyrrolizin-7a(5H)-yl)methoxy)pyrido[4,3-d]pyrimidine [C@H]12CN(C[C@H](CC1)N2)C=2C1=C(N=C(N2)OCC23CCCN3CCC2)C(=C(N=C1)C1=CNC2=CC=C(C(=C12)F)F)F